C1(CCCCC1)C1=C(C=CC(=C1)NCC1=CC=C(C=C1)C(F)(F)F)NC(CCCCC[C@@H](CF)F)=O (7S)-N-(2-Cyclohexyl-4-((4-(trifluoromethyl)benzyl)amino)phenyl)-7,8-difluorooctanamid